O.N[C@](C(=O)O)(CC)C (S)-(+)-2-amino-2-methylbutanoic acid hydrate